C(C)(C)(C)OC(=O)N1C[C@H]([C@@H](CC1)NC1=NN2C(C=N1)=C(C(=C2C(C)C)Cl)F)F (3R,4R)-4-({6-chloro-5-fluoro-7-isopropylpyrrolo[2,1-f][1,2,4]triazin-2-yl}amino)-3-fluoropiperidine-1-carboxylic acid tert-butyl ester